4-(3,3,3-trifluoro-1-(2-phenyl-1H-indol-3-yl)propyl)benzenesulfonyl fluoride FC(CC(C1=C(NC2=CC=CC=C12)C1=CC=CC=C1)C1=CC=C(C=C1)S(=O)(=O)F)(F)F